4-(1,3-oxazol-2-yl)-1-{[(2S)-5-oxopyrrolidin-2-yl]methoxy}-7-(propan-2-yloxy)isoquinoline-6-carboxamide O1C(=NC=C1)C1=CN=C(C2=CC(=C(C=C12)C(=O)N)OC(C)C)OC[C@H]1NC(CC1)=O